ClCC=1N=C(OC1)[C@@]1(C[C@H](CC1)NS(N(C)C)(=O)=O)CC=1C=C(C(=CC1)F)C1=C(C=CC=C1)OCC1=CC=CC=C1 4-chloromethyl-2-((1R,3S)-1-((2'-(benzyloxy)-6-fluoro-[1,1'-biphenyl]-3-yl)methyl)-3-((N,N-dimethylsulfamoyl)amino)cyclopentan-1-yl)-oxazole